2-propyl-2,3-dihydro-thieno-[3,4-b]-1,4-dioxine C(CC)C1COC=2C(O1)=CSC2